5-(3-fluoroimidazo[1,2-a]pyridin-6-yl)-N-((4s,7s)-1-oxaspiro[3.5]nonan-7-yl)-7H-pyrrolo[2,3-d]pyrimidin-2-amine FC1=CN=C2N1C=C(C=C2)C2=CNC=1N=C(N=CC12)NC1CCC2(CCO2)CC1